CC1=CC=C(C=C1)S(=O)(=O)O.CC1=CC=C(C=C1)S(=O)(=O)O.CC1=CC=C(C=C1)S(=O)(=O)O.CC1=CC=C(C=C1)S(=O)(=O)O.CN1CC=C(C=C1)C=1C2=CC=C(N2)C(=C2C=CC(C(=C3C=CC(=C(C=4C=CC1N4)C4=CCN(C=C4)C)N3)C3=CCN(C=C3)C)=N2)C2=CCN(C=C2)C 5,10,15,20-tetrakis(1-methyl-4-pyridyl)porphyrin tetrakis(p-toluenesulfonate)